perfluoro isobutyl ether C(C(C)C)OF